ethyl 2-(6-chloropyridazin-3-yl)-2-[(diphenylmethylidene)amino]acetate ClC1=CC=C(N=N1)C(C(=O)OCC)N=C(C1=CC=CC=C1)C1=CC=CC=C1